(S)-3-[2-[3-(1-amino-7-isoquinolinyl)-4-methyl-phenyl]ethynyl]-3-hydroxy-1-(trideuteromethyl)pyrrolidin-2-one NC1=NC=CC2=CC=C(C=C12)C=1C=C(C=CC1C)C#C[C@@]1(C(N(CC1)C([2H])([2H])[2H])=O)O